COC1=C(C=C(C=C1)C12CCC(CC1)(CC2)C#N)C 4-(4-methoxy-3-methylphenyl)bicyclo[2.2.2]octane-1-carbonitrile